NCC=1N=C2N(C=C(C=C2N2C(C3CC3C2)=O)C2CC2)C1 3-(2-(aminomethyl)-6-cyclopropyl-imidazo[1,2-a]pyridin-8-yl)-3-azabicyclo[3.1.0]hexan-2-one